9-(4'-chloro-[1,1'-biphenyl]-4-yl)phenanthrene ClC1=CC=C(C=C1)C1=CC=C(C=C1)C=1C2=CC=CC=C2C=2C=CC=CC2C1